tert-butyl 4-((S)-4-((benzyloxy) carbonyl)-3-(cyanomethyl) piperazin-1-yl)-2-(((S)-1-methylpyrrolidin-2-yl) methoxy)-5H-pyrrolo[3,2-d]pyrimidine-5-carboxylate C(C1=CC=CC=C1)OC(=O)N1[C@H](CN(CC1)C=1C2=C(N=C(N1)OC[C@H]1N(CCC1)C)C=CN2C(=O)OC(C)(C)C)CC#N